Ethyl [trans-4-[(6-nitrothieno[3,2-b]pyridin-7-yl)amino]cyclohexyl]acetate [N+](=O)([O-])C=1C(=C2C(=NC1)C=CS2)N[C@@H]2CC[C@H](CC2)CC(=O)OCC